mono-urea lithium [Li].NC(=O)N